O[C@@H]1C[C@H](N(C1)C)C(=O)O (2S,4R)-4-hydroxy-1-methylpyrrolidine-2-carboxylic acid